S(=O)([O-])OS(=O)[O-].[Pd+2] palladium disulphite